FC(C=1C=C(C=CC1C(F)(F)F)NC(NCCOCCOCCCCCCCC(=O)O)=O)(F)F 8-(2-(2-(3-(3,4-bis(trifluoromethyl)phenyl)ureido)ethoxy)ethoxy)octanoic acid